N-(3,3-diphenylallyl)-1-phenylcyclopropanamine C1(=CC=CC=C1)C(=CCNC1(CC1)C1=CC=CC=C1)C1=CC=CC=C1